CC(CC)C(CCC)C(C(C(C(=O)[O-])(C(C(CC)C)CCC)C(C(CC)C)CCC)(O)C(=O)[O-])C(=O)[O-] Tri(3-methyl-4-heptyl)citrate